C(#N)N=S(=O)(NC(NC1=C2CCCC2=CC=2CCCC12)=O)\C=C\[C@@H]1N(CCC1)CC1CC1 (E)-N'-cyano-2-((R)-1-(cyclopropylmethyl)pyrrolidin-2-yl)-N-((1,2,3,5,6,7-hexahydro-s-indacen-4-yl)carbamoyl)ethene-1-sulfonimidamide